CC(=CCC[C@@](C)([C@H]1CC[C@@]2([C@@H]1[C@@H](C[C@H]3[C@]2(CC[C@@H]4[C@@]3(CC[C@@H](C4(C)C)O[C@H]5[C@@H]([C@H]([C@@H]([C@H](O5)CO)O)O)O)C)C)O)C)O)C The molecule is a ginsenoside found in Panax species that is dammarane which is substituted by hydroxy groups at the 3beta, 12beta and 20 pro-S positions, in which the hydroxy group at position 3 has been converted to the corresponding beta-D-glucopyranoside, and in which a double bond has been introduced at the 24-25 position. It has a role as a plant metabolite, an antineoplastic agent, an apoptosis inducer, a cardioprotective agent, a bone density conservation agent and a hepatoprotective agent. It is a beta-D-glucoside, a 12beta-hydroxy steroid, a ginsenoside, a tetracyclic triterpenoid and a 20-hydroxy steroid. It derives from a hydride of a dammarane.